ClC=1C(=CC(=C(C1)S(=O)(=O)NC=1N=CSC1)F)O[C@@H](CC)C1=C(C=CC=C1)F (S)-5-chloro-2-fluoro-4-(1-(2-fluorophenyl)propoxy)-N-(thiazol-4-yl)benzenesulfonamide